5-((Bis(2-hydroxyethyl)amino)methyl)-N-(4-((4-(3,5-dichlorophenyl)piperazin-1-yl)sulfonyl)phenyl)-2-(N-methylmethylsulfonamido)benzamide OCCN(CCO)CC=1C=CC(=C(C(=O)NC2=CC=C(C=C2)S(=O)(=O)N2CCN(CC2)C2=CC(=CC(=C2)Cl)Cl)C1)N(S(=O)(=O)C)C